C(CNC(C(=O)O)C1=C(C=CC=C1)O)NC(C(=O)O)C1=C(C=CC=C1)O N,N'-ethylenebis[2-(2-hydroxyphenyl)-glycine]